N-(2,3-dihydro-1H-inden-2-yl)-6-(3-(4-methoxybenzyl)ureido)spiro[3.3]heptane-2-carboxamide C1C(CC2=CC=CC=C12)NC(=O)C1CC2(C1)CC(C2)NC(=O)NCC2=CC=C(C=C2)OC